N-(quinolin-8-yl)furan-2-sulfonamide N1=CC=CC2=CC=CC(=C12)NS(=O)(=O)C=1OC=CC1